CC1(O[C@@H]([C@@H](O1)C(CC(=C)C)=O)C=C)C 1-((4R,5R)-2,2-dimethyl-5-vinyl-1,3-dioxolan-4-yl)-3-methylbut-3-en-1-one